4-(5-((1S,5R)-3-(7-cyanopyrazolo[1,5-a]pyridin-4-yl)-5-(trifluoromethyl)-3-azabicyclo[3.1.0]hexane-1-yl)-1,3,4-oxadiazole-2-yl)-4-fluoropiperidine-1-carboxylic acid tert-butyl ester C(C)(C)(C)OC(=O)N1CCC(CC1)(F)C=1OC(=NN1)[C@@]12CN(C[C@]2(C1)C(F)(F)F)C=1C=2N(C(=CC1)C#N)N=CC2